[2-(5-chloro-2-fluorophenyl)pyridin-3-yl]boronic acid ClC=1C=CC(=C(C1)C1=NC=CC=C1B(O)O)F